N4-(2-chloro-4-((3-methylpyridin-2-yl)methoxy)phenyl)-7-ethoxyquinazoline-4,6-diamine ClC1=C(C=CC(=C1)OCC1=NC=CC=C1C)NC1=NC=NC2=CC(=C(C=C12)N)OCC